C(#N)C1CCN(CC1)C(=O)NC=1SC(=C(N1)C1=CC(=CC=C1)C#N)C1=CC(=NC(=C1)C)CO 4-cyano-N-[4-(3-cyanophenyl)-5-[2-(hydroxymethyl)-6-methyl-4-pyridinyl]thiazol-2-yl]piperidine-1-carboxamide